(R)-5-[2-(5,6-diethylindan-2-ylamino)-1-hydroxyethyl]-8-benzyloxy-1H-quinolin-2-one salicylate C(C=1C(O)=CC=CC1)(=O)O.C(C)C=1C=C2CC(CC2=CC1CC)NC[C@H](O)C1=C2C=CC(NC2=C(C=C1)OCC1=CC=CC=C1)=O